C(C(C)=C)OP(OCC(C)=C)(=O)OP(=O)(O)O.FC(C1=NC=CC(=C1)C1=NOC(=C1)[C@H](C)NC(=O)N1CCCCC1)(F)F (S)-N-(1-(3-(2-(trifluoromethyl)pyridin-4-yl)isoxazol-5-yl)ethyl)piperidine-1-carboxamide dimethallyl-diphosphate